4-(piperidin-4-yl)-N3-(quinoxalin-6-ylmethyl)pyridine-3,4-diamine N1CCC(CC1)C1(C(C=NC=C1)NCC=1C=C2N=CC=NC2=CC1)N